FC1=CC(=NC=C1)N1C[C@H](CC1)C(=O)OC Methyl (3S)-1-(4-fluoropyridin-2-yl)pyrrolidine-3-carboxylate